C1(CC1)C(=O)N1C2CN(CC1CC2)C2=C1C(=NC=C2)NC(=C1)C=1C=NN(C1)C(F)F Cyclopropyl-(3-(2-(1-(difluoromethyl)-1H-pyrazol-4-yl)-1H-pyrrolo[2,3-b]pyridin-4-yl)-3,8-diazabicyclo[3.2.1]oct-8-yl)methanone